C(C=CCCCCCCC)(=O)OC(C=CCCCCCCC)=O 2-decenoic acid anhydride